5-(2-fluoro-3-((4-fluoropiperidin-1-yl)methyl)-6-hydroxyphenyl)-1,2,5-thiadiazolidin-3-one 1,1-dioxide FC1=C(C(=CC=C1CN1CCC(CC1)F)O)N1CC(NS1(=O)=O)=O